CC(=CC(C)O)CCC=C(C)C CIS-4,8-DIMETHYL-3,7-NONADIEN-2-OL